7,8-dihydro-5H-1,6-naphthyridine-6-carboxylate N1=CC=CC=2CN(CCC12)C(=O)[O-]